7-(4-(4-(benzo[b]thiophen-4-yl)piperazin-1-yl)butoxy)-1-heptanoylquinolin-2(1H)-one S1C2=C(C=C1)C(=CC=C2)N2CCN(CC2)CCCCOC2=CC=C1C=CC(N(C1=C2)C(CCCCCC)=O)=O